(S)-2-chloro-1-phenylethyl (1-methyl-4-(6-methyl-5-(methylsulfonamido) pyridin-2-yl)-1H-1,2,3-triazol-5-yl)carbamate CN1N=NC(=C1NC(O[C@H](CCl)C1=CC=CC=C1)=O)C1=NC(=C(C=C1)NS(=O)(=O)C)C